4-[(4-cyclohexylphenyl)amino]-2-[3-(hydroxymethyl)morpholin-4-yl]-6-(propan-2-yl)-5,6-dihydro-7H-pyrrolo[3,4-d]pyrimidin-7-one C1(CCCCC1)C1=CC=C(C=C1)NC=1C2=C(N=C(N1)N1C(COCC1)CO)C(N(C2)C(C)C)=O